COC(C1=C(C(=C(C(=C1)CC1=CC=C(C=C1)C=1C=NN(C1)C)C)N)O)=O 3-amino-2-hydroxy-4-methyl-5-[4-(1-methyl-1H-pyrazol-4-yl)-benzyl]-benzoic acid methyl ester